octyltriphenylphosphine bromide [Br-].C(CCCCCCC)C1=C(C=CC=C1)P(C1=CC=CC=C1)C1=CC=CC=C1